CNC(=O)C1=CC=2C(=CN=C(C2)C(F)(F)F)N1 N-methyl-5-(trifluoromethyl)-1H-pyrrolo[2,3-c]Pyridine-2-carboxamide